1-O-dodecyl-3-O-methyl-2-O-(2',3'-dihydroxypropyl)glycerol C(CCCCCCCCCCC)OCC(OCC(CO)O)COC